C(CC)OCCNCCCN1CCOCC1 N-(2-(n-propoxy)ethyl)-3-morpholinopropan-1-amine